N-(6-chloro-3-iodopyridin-2-yl)-4-nitrobenzamide ClC1=CC=C(C(=N1)NC(C1=CC=C(C=C1)[N+](=O)[O-])=O)I